Natrium hydroxide [OH-].[Na+]